ClC=1N(C(=C(C1C(=O)NC1=CC=C(C=C1)S(=O)(=O)C)C)C1=C(C=CC=C1)C(F)(F)F)CCO (5S)-2-chloro-1-(2-hydroxyethyl)-4-methyl-N-[4-(methylsulfonyl)phenyl]-5-[2-(trifluoromethyl)phenyl]-1H-pyrrole-3-carboxamide